NCC(C[Si](C)(C)OCCC)C 3-amino-2-methyl-propyl(propoxydimethylsilane)